FC(C1=C(C=CC(=C1)C(F)(F)F)B(O)O)(F)F 2,4-bis(trifluoromethyl)-phenyl-boronic acid